CN(C1CN(CC1)C=1C=NC(=NC1)N1C=NC(=C1)NC=1N=CC(=NC1)C#N)C 5-((1-(5-(3-(Dimethylamino)pyrrolidin-1-yl)pyrimidin-2-yl)-1H-imidazol-4-yl)amino)pyrazine-2-carbonitrile